C(CNCCNCCO)N 2-hydroxyethyldiethylenetriamine